N1=CC=C2N1CC(CN2C(=O)[O-])C(=O)OCC 6-ethyl 6,7-dihydropyrazolo[1,5-a]pyrimidine-4,6(5H)-dicarboxylate